FC(C(C(F)(F)F)OC(=O)N1CCC2(C[C@@H]2C(=O)O)CC1)(F)F (S)-6-(((1,1,1,3,3,3-hexafluoropropan-2-yl)oxy)carbonyl)-6-azaspiro[2.5]octane-1-carboxylic Acid